4-(5-(4-methoxyphenyl)-6-oxopyridazin-1(6H)-yl)piperidine-1-carboxylic acid tert-butyl ester C(C)(C)(C)OC(=O)N1CCC(CC1)N1N=CC=C(C1=O)C1=CC=C(C=C1)OC